4-(((3r,4s)-4-((4-chlorophenyl)sulfonyl)-3-hydroxy-3-(hydroxymethyl)pyrrolidin-1-yl)sulfonyl)-3-fluorobenzonitrile ClC1=CC=C(C=C1)S(=O)(=O)[C@@H]1[C@@](CN(C1)S(=O)(=O)C1=C(C=C(C#N)C=C1)F)(CO)O